N4-(5-amino-2-fluorophenyl)-5-(2-fluoro-6-methoxyphenyl)-N2-(1-methyl-1H-pyrazol-4-yl)pyrimidine-2,4-diamine NC=1C=CC(=C(C1)NC1=NC(=NC=C1C1=C(C=CC=C1OC)F)NC=1C=NN(C1)C)F